1-benzyl-3,6-dimethyl-1H-pyrazolo[3,4-b]Pyridin-4-ol C(C1=CC=CC=C1)N1N=C(C2=C1N=C(C=C2O)C)C